O(C1=CC=CC=C1)OOC1=CC=CC=C1 diphenoxy oxide